dicyanotriazolecarboxylic acid C(#N)OC(=O)C=1N=NNC1C#N